FC1=CC=C(C(=O)N(C)[C@H](C(=O)NC2=CC=C(C=C2)S(=O)(=O)Cl)CC2=CC=CC=C2)C=C1 (S)-4-(2-(4-fluoro-N-methylbenzamido)-3-phenylpropanamido)benzene-1-sulfonyl chloride